2'-chloro-5'-(fluoromethyl)-4-hydroxy-6-methyl-2H-[1,4'-bipyridin]-2-one ClC1=NC=C(C(=C1)N1C(C=C(C=C1C)O)=O)CF